4-Acetyl-5-oxo-hexanoic acid ethyl ester C(C)OC(CCC(C(C)=O)C(C)=O)=O